3-(thiazol-2-yl)pent-1-yn-3-ol S1C(=NC=C1)C(C#C)(CC)O